nickel-manganese (2+) [Mn+2].[Ni+2]